ClC=1C(=C(CN2CCC(CC2)(C(=O)O)CC2=NC(=NC(=C2F)C2(COC2)O)NC2=NNC(=C2)C)C=CC1)F 1-(3-chloro-2-fluorobenzyl)-4-((5-fluoro-6-(3-hydroxyoxetan-3-yl)-2-((5-methyl-1H-pyrazol-3-yl)amino)pyrimidin-4-yl)methyl)piperidine-4-carboxylic acid